3-iodo-4-(((1-methyl-1H-pyrazol-3-yl)methyl)sulfonyl)benzoic acid IC=1C=C(C(=O)O)C=CC1S(=O)(=O)CC1=NN(C=C1)C